C(C)OC1=CC=C(C=C1)OC(CC)=O.OC1=CC=C(C(C(=O)O)O)C=C1 4-hydroxymandelic acid 4-ethoxyphenylpropanoate